(R)-3-aminotetrahydrothiophene 1,1-dioxide N[C@H]1CS(CC1)(=O)=O